tert-butyl (5-(6-bromobenzo[d]isoxazole-3-carboxamido)-6-methylpyridin-3-yl)carbamate BrC1=CC2=C(C(=NO2)C(=O)NC=2C=C(C=NC2C)NC(OC(C)(C)C)=O)C=C1